ethyl 2-(4-fluoro-5-methyl-6-oxopyridazin-1(6H)-yl)acetate FC=1C=NN(C(C1C)=O)CC(=O)OCC